4-[[3-chloro-2-fluoro-6-[2-methoxy-4-(trifluoromethoxy)phenoxy]benzoyl]amino]pyridine-2-carboxamide ClC=1C(=C(C(=O)NC2=CC(=NC=C2)C(=O)N)C(=CC1)OC1=C(C=C(C=C1)OC(F)(F)F)OC)F